tert-Butyl (S)-4-(7-(4-cyanopyridin-2-yl)-5-(2-hydroxypropan-2-yl)-7H-pyrrolo[2,3-d]pyrimidin-4-yl)-3-methylpiperazine-1-carboxylate C(#N)C1=CC(=NC=C1)N1C=C(C2=C1N=CN=C2N2[C@H](CN(CC2)C(=O)OC(C)(C)C)C)C(C)(C)O